1-(4-isocyanatophenyl)cyclopropanecarbonitrile N(=C=O)C1=CC=C(C=C1)C1(CC1)C#N